3-(1-Acetylazetidin-3-yl)-1H-pyrrole-2-carboxylic acid benzyl ester C(C1=CC=CC=C1)OC(=O)C=1NC=CC1C1CN(C1)C(C)=O